N-((2S)-4-methyl-1-oxo-1-(((2S)-3-oxo-1-(2-oxopyrrolidin-3-yl)-4-(trifluoromethoxy)butan-2-yl)amino)pentan-2-yl)-2-(trifluoromethyl)-thiazole-4-carboxamide CC(C[C@@H](C(N[C@@H](CC1C(NCC1)=O)C(COC(F)(F)F)=O)=O)NC(=O)C=1N=C(SC1)C(F)(F)F)C